N[C@@H](CC(=O)O)COCC(=O)NC(C)(C)C (3S)-3-Amino-4-[2-(tert-butylamino)-2-oxo-ethoxy]butanoic acid